C[Si](C#CC([2H])([2H])NC(OC(C)(C)C)=O)(C)C tert-butyl (3-(trimethylsilyl)prop-2-yn-1-yl-1,1-d2)carbamate